tert-butyl-6-methyl-3-(4,4,5,5-tetramethyl-1,3,2-dioxaborolan-2-yl)pyrrolo[2,3-b]pyridine C(C)(C)(C)C1=C(C=2C(=NC(=CC2)C)N1)B1OC(C(O1)(C)C)(C)C